ClC1=C(N(C2=NC=CC(=C21)OC2=CC(=C(C=C2)NC(OC(C)(C)C)=O)F)COCC[Si](C)(C)C)C Tert-Butyl (4-((3-chloro-2-methyl-1-((2-(trimethylsilyl)ethoxy)methyl)-1H-pyrrolo[2,3-B]pyridin-4-yl)oxy)-2-fluorophenyl)carbamate